(R)-morpholino(8-((4-((tetrahydrofuran-3-yl)amino)-7H-pyrrolo[2,3-d]pyrimidin-2-yl)amino)-2,3-dihydrobenzo[b][1,4]dioxin-5-yl)methanone O1CCN(CC1)C(=O)C1=CC=C(C=2OCCOC21)NC=2N=C(C1=C(N2)NC=C1)N[C@H]1COCC1